COC1=NC=C(C(=N1)OC)C=1C=NNC1 2,4-dimethoxy-5-(1H-pyrazol-4-yl)pyrimidine